C(#N)C=1C=CC(=C2C=CC=NC12)N1C[C@@]2(C[C@@]2(C1)C(F)(F)F)C(=O)NC[C@H]1CN(CC(O1)(C)C)C (1S,5R)-3-(8-cyanoquinolin-5-yl)-5-(trifluoromethyl)-N-(((S)-4,6,6-trimethylmorpholin-2-yl)methyl)-3-azabicyclo[3.1.0]hexane-1-carboxamide